dimethyl (3-((6-amino-8-bromo-2-(2-hydroxyethoxy)-9H-purin-9-yl)methyl)benzyl)phosphonate NC1=C2N=C(N(C2=NC(=N1)OCCO)CC=1C=C(CP(OC)(OC)=O)C=CC1)Br